CC=1C([C@H]([C@@H](CC1)C)C)=O trans-2,5,6-trimethylcyclohex-2-en-1-one